(1R,8S)-6-(2-chloro-5-hydroxyphenyl)-10-(2-propanyl)-4-(2-(2-propenoyl)-2,6-diazaspiro[3.4]octan-6-yl)-3,10-diazatricyclo[6.2.2.02,7]dodeca-2,4,6-triene-5-carbonitrile ClC1=C(C=C(C=C1)O)C=1C(=C(N=C2[C@@H]3N(C[C@H](C12)CC3)C(C)C)N3CC1(CN(C1)C(C=C)=O)CC3)C#N